trans-2-(4-(4-(4-((2,6-dioxopiperidin-3-yl)amino)-2-fluorophenyl)piperazin-1-yl)cyclohexyl)acetic acid O=C1NC(CCC1NC1=CC(=C(C=C1)N1CCN(CC1)[C@@H]1CC[C@H](CC1)CC(=O)O)F)=O